O=C1NC(CCC1N1C(C2=CC=CC(=C2C1)C#CCCCCCN1CCN(CC1)C1=NC=C(C(=O)N2CCC(CC2)CCCCNC(\C=C\C=2C=NC=CC2)=O)C=C1)=O)=O (E)-N-(4-(1-(6-(4-(7-(2-(2,6-dioxopiperidin-3-yl)-1-oxoisoindolin-4-yl)hept-6-yn-1-yl)piperazin-1-yl)nicotinoyl)piperidin-4-yl)butyl)-3-(pyridin-3-yl)acrylamide